O=CCC(CCC)CCCN 3-(Oxohexan-4-yl)propan-1-amine